N1C=C(C2=CC=CC=C12)CC(\C=C\C(C)C)NC(=O)C1=CC2=C(S1)C=C(C=C2)N2CCN(CC2)C (E)-N-(1-(1H-indol-3-yl)-5-methyl-hex-3-en-2-yl)-6-(4-methylpiperazin-1-yl)benzo[b]thiophene-2-carboxamide